CSC=1C(=CC=C2C=CN=CC12)OB(O)O (8-(methylthio)isoquinolin-7-yl)boric acid